FC1=CC=C2C=CC=C(C2=C1OC([2H])([2H])[2H])B1OC(C(O1)(C)C)(C)C 2-(7-Fluoro-8-(methoxy-d3)naphthalen-1-yl)-4,4,5,5-tetramethyl-1,3,2-dioxaborolane